2,5-diiodo-1-methyl-1H-imidazole IC=1N(C(=CN1)I)C